CC1OC(=CC1=O)C 2,5-dimethylfuran-3(2H)-one